4-cyclopropyl-6-[3-[5-(4-methyl-1,2,4-triazol-3-yl)spiro[2.3]hexan-5-yl]phenyl]-1H-pyrrolo[2,3-c]pyridin-7-one C1(CC1)C=1C2=C(C(N(C1)C1=CC(=CC=C1)C1(CC3(CC3)C1)C1=NN=CN1C)=O)NC=C2